CC(C)(CCC(C)(OOC(C(CCCC)CC)=O)C)OOC(C(CCCC)CC)=O 2,5-dimethyl-2,5-bis(2-ethyl-hexanoyl-peroxy)hexane